(±)-2-[4-[3-[(4-chloro-5-methoxy-1-methyl-indole-2-carbonyl)amino]oxetan-3-yl]phenyl]-2-cyclopentyl-acetic acid ClC1=C2C=C(N(C2=CC=C1OC)C)C(=O)NC1(COC1)C1=CC=C(C=C1)[C@H](C(=O)O)C1CCCC1 |r|